C(C1=CC=CC=C1)N1C[C@H](OCC(C1)(C)C)COCC1=CC=CC=C1 (2S)-4-benzyl-2-[(benzyloxy)methyl]-6,6-dimethyl-1,4-oxazepan